ClC=1C=NC=CC1NC(OC(C)(C)C)=O Tert-butyl (3-chloropyridin-4-yl)carbamate